(R)-3-(tert-butyl)-N-(1-(2-methyl-4-(6-(6-(piperazin-1-yl)pyridin-3-yl)-7H-pyrrolo[2,3-d]pyrimidin-4-yl)phenyl)ethyl)-1,2,4-oxadiazole-5-carboxamide, hydrogen chloride salt [Cl-].C(C)(C)(C)C1=NOC(=N1)C(=O)N[C@H](C)C1=C(C=C(C=C1)C=1C2=C(N=CN1)NC(=C2)C=2C=NC(=CC2)N2CCNCC2)C